C(C)OC1=CC(=NC=C1C#N)[C@H](C)N1C(C2=CC(=CC(=C2CC1)C1=CN(C(C=C1C(F)(F)F)=O)C)CCN(C)CC)=O (S)-4-ethoxy-6-(1-(7-(2-(ethyl(methyl)amino)ethyl)-5-(1-methyl-6-oxo-4-(trifluoromethyl)-1,6-dihydropyridin-3-yl)-1-oxo-3,4-dihydroisoquinolin-2(1H)-yl)ethyl)nicotinonitrile